BrC1=CC=C2C=3C=CC(=CC3C(C2=C1)(C)C)C=1C=NC=CC1 3-(7-bromo-9,9-dimethyl-9H-fluoren-2-yl)pyridine